CC1=CC(=NC=C1C=1C=2N(C3=CC(=NC=C3C1)NC)C=CN2)[C@H](CCC)O (S)-1-(4-methyl-5-(8-(methylamino)imidazo[1,2-a][1,6]naphthyridin-4-yl)pyridin-2-yl)butan-1-ol